FC1=CC=C(OC[C@@H](/C=C/[C@H]2[C@@H](C[C@@H]3OC[C@H](CC[C@@H]32)CCCC(=O)O)O)O)C=C1 4-{(3S,5aR,6R,7R,8aS)-6-[(1E,3R)-4-(4-fluorophenoxy)-3-hydroxy-1-buten-1-yl]-7-hydroxyoctahydro-2H-cyclopenta[b]oxepin-3-yl}butanoic acid